C(C)N(C=1C=C2C(=CN1)NN=C2C)C2CCOCC2 N-Ethyl-3-methyl-N-(tetrahydro-2H-pyran-4-yl)-1H-pyrazolo[3,4-c]pyridin-5-amine